Methacryloylglutamin C(C(=C)C)(=O)N[C@@H](CCC(N)=O)C(=O)O